C1(=CC=C(C=C1)NC=1C=CC=2C=3C4=C(C=CC3N(C2C1)C)C=1C=2C=CC(=CC2N(C1C=C4)C)NC4=CC=C(C=C4)C4=CC=CC=C4)C4=CC=CC=C4 N2,N9-bis([1,1'-biphenyl]-4-yl)-7,14-dimethyl-carbazolo[4,3-c]carbazole-2,9-diamine